[N+](=O)([O-])C1=CC=C2N(CC3CN(CC2C3)C(=O)NC3=CC=CC=C3)C1=O 9-Nitro-8-oxo-N-phenyl-1,5,6,8-tetrahydro-2H-1,5-methanopyrido[1,2-a][1,5]diazocine-3(4H)-carboxamide